2-methylbenzylpyridine CC1=C(CC2=NC=CC=C2)C=CC=C1